CC1(CC(C=C(C1)C=O)=O)C 5,5-dimethyl-3-oxocyclohex-1-enecarbaldehyde